O1C(OCC1)C1=C(C=CC=C1OCC1=CC=C(C=C1)OC)C#CC1=NC=CC(=N1)Cl 2-((2-(1,3-dioxolan-2-yl)-3-((4-methoxybenzyl)oxy)phenyl)ethynyl)-4-chloropyrimidine